3-(dimethylamino)propyl N-[5-(4-fluorobenzoyl)-1H-1,3-benzodiazol-2-yl]carbamate FC1=CC=C(C(=O)C2=CC3=C(NC(=N3)NC(OCCCN(C)C)=O)C=C2)C=C1